2-((tert-butyloxycarbonyl)amino)acetic acid C(C)(C)(C)OC(=O)NCC(=O)O